methyl (1R,2S,5S)-3-[(2S,3R)-3-tert-butoxy-2-(9H-fluoren-9-ylmethoxycarbonylamino)butanoyl]-6,6-dimethyl-3-azabicyclo[3.1.0]hexane-2-carboxylate C(C)(C)(C)O[C@@H]([C@@H](C(=O)N1[C@@H]([C@H]2C([C@H]2C1)(C)C)C(=O)OC)NC(=O)OCC1C2=CC=CC=C2C=2C=CC=CC12)C